ClC1=CC=C(C=C1)S(=O)(=O)NC=1C=C(C(=O)NC=2C=C(C=CC2)C)C=CC1 3-((4-chlorophenyl)sulfonamido)-N-(m-tolyl)benzamide